4-(6-(3,6-diazabicyclo[3.1.1]heptan-3-yl)pyridin-3-yl)-6-(1-methyl-1H-pyrazol-4-yl)pyrazolo[1,5-a]pyridin C12CN(CC(N1)C2)C2=CC=C(C=N2)C=2C=1N(C=C(C2)C=2C=NN(C2)C)N=CC1